COCCC(C(=O)[O-])O (2-methoxyethyl)glycolate